CC1=C(C=2N(N=C1N1CC=3C=C(C=NC3CC1)C=1C(=NC=CC1)OC(C)C)C=NN2)C 6-(7,8-dimethyl-[1,2,4]triazolo[4,3-b]pyridazin-6-yl)-3-(2-isopropoxypyridin-3-yl)-5,6,7,8-tetrahydro-1,6-naphthyridine